BrC1=CC=CC2=C1CN(S2)C(C)(C)C 4-bromo-2-(tert-butyl)-2,3-dihydrobenzo[D]isothiazole